4-[tert-Butoxycarbonyl-(methyl)amino]Cyclohexanecarboxylic acid C(C)(C)(C)OC(=O)N(C1CCC(CC1)C(=O)O)C